S1C(=NC2=C1C=CC=C2)C(CC2=CC(=CC=C2)C(N)=N)NS(=O)(=O)C=2C=C(NC([C@@H](CNC(OCCCC)=O)C)=O)C=CC2 |r| butyl N-[rac-(2R)-3-[3-[[1-(1,3-benzothiazol-2-yl)-2-(3-carbamimidoylphenyl)ethyl]sulfamoyl]anilino]-2-methyl-3-oxo-propyl]carbamate